COC(C1=CC=C(C=C1)NC(C)(C)C#N)=O 4-[(cyanodimethyl-methyl)-amino]-benzoic acid methyl ester